C(C)(C)SC1=CC2=C(C(C3=C(N(S2(=O)=O)C)C=CC=C3)NCCCOC)C=C1 3-(Isopropylthio)-11-((3-methoxypropyl)amino)-6-methyl-6,11-dihydrodibenzo[c,f][1,2]thiazepine 5,5-dioxide